C(#N)C(C)N1N=C(C(=C1)NC=O)OC(C)C N-(1-(1-cyanoethyl)-3-isopropoxy-1H-pyrazol-4-yl)carboxamide